C(C)(C)NC(=O)C1=CC(=NC2=CC=CC=C12)C1CN(CCO1)CC1=CC=NC2=CC=CC=C12 N-isopropyl-2-(4-(quinolin-4-ylmethyl)morpholin-2-yl)quinoline-4-carboxamide